(Trimethylsilyl)phosphine tert-butyl-((1r,4r)-4-((4-(2-fluoro-4-((2-methoxyphenyl)sulfonamido)phenoxy)-[3,4'-bipyridin]-2'-yl)amino)cyclohexyl)carbamate C(C)(C)(C)N(C(O)=O)C1CCC(CC1)NC1=NC=CC(=C1)C=1C=NC=CC1OC1=C(C=C(C=C1)NS(=O)(=O)C1=C(C=CC=C1)OC)F.C[Si](C)(C)P